azido-2'-deoxy-cytidine N(=[N+]=[N-])[C@@]1(C[C@H](O)[C@@H](CO)O1)N1C(=O)N=C(N)C=C1